2-((2R,5S)-5-methyl-2-(2-(2-(pyrrolidin-1-yl)ethyl)benzo[d]thiazol-5-yl)piperidin-1-yl)-2-oxoacetamide C[C@H]1CC[C@@H](N(C1)C(C(=O)N)=O)C=1C=CC2=C(N=C(S2)CCN2CCCC2)C1